C1NCC12COC(OC2)CCN(C=2C=CC(=NC2)C#N)CC2=CC=C(C=C2)C(C)C 5-((2-(6,8-dioxa-2-azaspiro[3.5]nonan-7-yl)ethyl)(4-isopropylbenzyl)amino)picolinonitrile